C(C=C)(=O)N1[C@H](CN(CC1)C=1C2=C(N=C(N1)OC[C@H]1N(CCC1)C)N=C(C=C2)C2=CC=CC=1CC3C(C21)C3)CC#N 2-((2S)-1-acryloyl-4-(2-(((S)-1-methylpyrrolidin-2-yl)methoxy)-7-(1,1a,6,6a-tetrahydrocyclopropa[a]inden-2-yl)pyridino[2,3-d]pyrimidin-4-yl)piperazin-2-yl)acetonitrile